3-(2-acryloyl-2,6-diazaspiro[3.4]octan-6-yl)-5-(5-methyl-1H-indazol-4-yl)-2-(pyridin-2-ylmethoxy)isonicotinonitrile C(C=C)(=O)N1CC2(C1)CN(CC2)C2=C(C#N)C(=CN=C2OCC2=NC=CC=C2)C2=C1C=NNC1=CC=C2C